Cl.NC1CC(C1)C(=O)NCC1=CC=CC=C1 (1r,3r)-3-amino-N-benzylcyclobutane-1-carboxamide hydrochloride